NC1=C(C(=CC(=N1)C=1C=C2[C@@H](N(C(C2=CC1)=O)C1C(NC(CC1)=O)=O)C)C)F 3-((S)-5-(6-amino-5-fluoro-4-methylpyridin-2-yl)-3-methyl-1-oxoisoindolin-2-yl)piperidine-2,6-dione